C(C)(=O)OOC1=NC=CC(=C1SC1=C(C=C(C(=C1)N1C(N(C(=CC1=O)C(F)(F)F)C)=O)F)Cl)CC ethyl-{[3-({2-chloro-4-fluoro-5-[3-methyl-2,6-dioxo-4-(trifluoromethyl)-3,6-dihydropyrimidine-1(2H)-yl] phenyl} sulfanyl) pyridin-2-yl] oxy} acetate